ClC1=CC=C(C=C1)C1OC(=C(C1=O)OS(=O)(=O)C1=CC=CC=C1)N 2-(4-chlorophenyl)-4-[[phenylsulfonyl]oxy]-5-amino-3(2H)-furanone